C1(=CC=C(C=C1)N(C1=CC=2C(C3=CC=CC=C3C2C=C1)(C)C)C1=CC=C(C=C1)C1(CC(C2=CC=C(C=C12)N(C1=CC=2C(C3=CC=CC=C3C2C=C1)(C)C)C1=CC=C(C=C1)C1=CC=CC=C1)(C)C)C)C1=CC=CC=C1 N-([1,1'-biphenyl]-4-yl)-N-(4-(6-([1,1'-biphenyl]-4-yl(9,9-dimethyl-9H-fluoren-2-yl)amino)-1,3,3-trimethyl-2,3-dihydro-1H-inden-1-yl)phenyl)-9,9-dimethyl-9H-fluoren-2-amine